[Si](C1=CC=CC=C1)(C1=CC=CC=C1)(C(C)(C)C)OC(C(C)NC(=O)C=1C=NC(=CC1)Cl)C N-[2-[tert-butyl(diphenyl)silyl]oxy-1-methyl-propyl]-6-chloro-pyridine-3-carboxamide